C(C1=CC=CC=C1)C(C(=O)C1=CC(=C(C=C1)OC)OC)(CC)N(C)C 2-benzyl-2-(dimethylamino)-1-[3,4-dimethoxyphenyl]-1-Butanone